C(C1=CC=CC=C1)OC(=O)C1CC12CCNCC2 6-azaspiro[2.5]octane-1-carboxylic acid benzyl ester